(2R,3R,4S,5R)-2-(2-chloro-6-spiro[3a,7a-dihydro-2H-indole-3,1'-cyclohexane]-1-yl-purin-9-yl)-5-(hydroxymethyl)tetrahydrofuran-3,4-diol ClC1=NC(=C2N=CN(C2=N1)[C@@H]1O[C@@H]([C@H]([C@H]1O)O)CO)N1CC2(CCCCC2)C2C=CC=CC12